o-(cyclohexyl)phenol C1(CCCCC1)C1=C(C=CC=C1)O